N-caffeoyl-tryptophan C(\C=C\C1=CC(O)=C(O)C=C1)(=O)N[C@@H](CC1=CNC2=CC=CC=C12)C(=O)O